2-cyclopropyl-5'-fluoro-2'-((4-(7-((2-oxo-2,3-dihydro-1H-benzo[d]imidazol-5-yl)methyl)-2,7-diazaspiro[4.4]nonan-2-yl)pyrimidin-5-yl)oxy)-[1,1'-biphenyl]-4-carboxamide TFA salt OC(=O)C(F)(F)F.C1(CC1)C1=C(C=CC(=C1)C(=O)N)C1=C(C=CC(=C1)F)OC=1C(=NC=NC1)N1CC2(CC1)CN(CC2)CC2=CC1=C(NC(N1)=O)C=C2